COC1=C(C=CC(=C1)OC)P 2,4-Dimethoxyphenylphosphine